OC1=C(C(=O)C2=CC=C(C=C2)C)C=CC=C1 2-hydroxy-4'-methylbenzophenone